6-(2-(4-fluorophenyl)-6,7-dihydro-5H-pyrrolo[1,2-a]imidazol-3-yl)imidazo[1,2-a]pyridine-3-carbonitrile FC1=CC=C(C=C1)C=1N=C2N(C1C=1C=CC=3N(C1)C(=CN3)C#N)CCC2